1-methyl-1,4,6,7-tetrahydro-5H-Pyrazolo[4,3-c]pyridine-5-carboxylic acid tert-butyl ester C(C)(C)(C)OC(=O)N1CC2=C(CC1)N(N=C2)C